CN(C(OC(C)(C)C)=O)C1(CC=2C(=CSC2)CC1)C tert-butyl N-methyl-N-(5-methyl-6,7-dihydro-4H-2-benzothiophen-5-yl)carbamate